C1(CC1)NS(NC1[C@H]2CC(C[C@@H]12)(O)C1=C2C=NNC2=CC(=C1)Cl)(=O)=O N'-cyclopropyl-N-((1R,3r,5S,6r)-3-(6-chloro-1H-indazol-4-yl)-3-hydroxybicyclo[3.1.0]hexan-6-yl)sulfuric diamide